ClC1=CC=C2C=NC(=NC2=C1)C1=CC=CC=C1 7-Chloro-2-phenylquinazolin